5-(benzyloxy)-7-fluoro-1-oxo-2,3-dihydro-1H-indene-2-carbonitrile C(C1=CC=CC=C1)OC=1C=C2CC(C(C2=C(C1)F)=O)C#N